FC(CCCC1(C2=CC(=CC=C2C=2C=CC(=CC12)NC(=O)[C@H]1N(CCC1)C([C@@H](C1=CC=CC=C1)NC(OC)=O)=O)NC(=O)[C@H]1N(CCC1)C([C@@H](C1=CC=CC=C1)NC(OC)=O)=O)CCCC(F)(F)F)(F)F dimethyl ((1R,1'R)-((2S,2'S)-(((9,9-bis(4,4,4-trifluorobutyl)-9H-fluorene-2,7-diyl)bis(azanediyl))bis(carbonyl))bis(pyrrolidine-2,1-diyl))bis(2-oxo-1-phenylethane-2,1-diyl))dicarbamate